C(C)OC(=O)CCCCCCCCCCOC=1C2=CC=CC=C2C(=C2C=CC=CC12)OCCCCCCCCCCC(=O)OCC 9,10-bis(ethoxycarbonyldecyloxy)anthracene